L-(+)-4-hydroxyphenylglycine C1=CC(=CC=C1NCC(=O)O)O